3-Methyl-2-oxo-5-[(4-piperazin-1-yl-1-piperidyl)methyl]benzimidazol CN1C(NC2=C1C=C(C=C2)CN2CCC(CC2)N2CCNCC2)=O